C(C(=C)C)(=O)OCCOP(=O)(O)OCCOC(C(=C)C)=O bis{2-methacryloyloxyethyl}hydrogenphosphate